2-chloro-5-hydrazinylpyridine ClC1=NC=C(C=C1)NN